tert-butyl 3-(3-(2,6-bis(benzyloxy)pyridin-3-yl)-1-methyl-1H-indazol-7-yl)piperidine-1-carboxylate C(C1=CC=CC=C1)OC1=NC(=CC=C1C1=NN(C2=C(C=CC=C12)C1CN(CCC1)C(=O)OC(C)(C)C)C)OCC1=CC=CC=C1